methylsulfonyl-[3-[rac-(1R)-3-[3-(3-pyridyl)-1-piperidyl]-1-[[rac-(6S)-6-tert-butyl-5,6,7,8-tetrahydrothieno[2,3-b]quinoline-2-carbonyl]amino]propyl]phenyl]azanide CS(=O)(=O)[N-]C1=CC(=CC=C1)[C@@H](CCN1CC(CCC1)C=1C=NC=CC1)NC(=O)C1=CC=2C(=NC=3CC[C@@H](CC3C2)C(C)(C)C)S1 |r|